6-chloro-7-(2-methylpyrimidin-4-yl)-1H-indole-3-sulfonyl chloride ClC1=CC=C2C(=CNC2=C1C1=NC(=NC=C1)C)S(=O)(=O)Cl